tert-butyl 5-(1-methyl-3-(trifluoromethyl)-1H-pyrazol-4-yl)isoindoline-2-carboxylate CN1N=C(C(=C1)C=1C=C2CN(CC2=CC1)C(=O)OC(C)(C)C)C(F)(F)F